ONN=C=O hydroxyl-(amino) isocyanate